3,6-diiodofluorenone IC1=CC(C2=CC3=CC=C(C=C3C2=C1)I)=O